uranium-manganese [Mn].[U]